5-Hydroxy-4-((6-methoxy-3,4-dihydroisoquinolin-2(1H)-yl)methyl)-2-methyl-1H-indole-3-carboxylic acid ethyl ester C(C)OC(=O)C1=C(NC2=CC=C(C(=C12)CN1CC2=CC=C(C=C2CC1)OC)O)C